(S)-1-(3,4-dimethyl-2-(p-tolyl)-2H-pyrazolo[3,4-d]pyridazin-7-yl)-N-(2-(isopropylamino)ethyl)piperidine-3-carboxamide CC=1N(N=C2C(=NN=C(C21)C)N2C[C@H](CCC2)C(=O)NCCNC(C)C)C2=CC=C(C=C2)C